3-(((tert-Butyldimethylsilyl)oxy)methyl)-4-methylbenzaldehyde [Si](C)(C)(C(C)(C)C)OCC=1C=C(C=O)C=CC1C